N=1C(CCC1)=O pyrrole-2(4H)-one